N1C=NC2=C1C=CC(=C2)C2=CC1=C(NC=N1)C=C2 1H,1'H-5,5'-bibenzimidazolyl